ethyl 2-(6-(dimethylamino) pyridin-3-yl)-4-(((4-methoxybenzyl) amino) methyl)-1-methyl-1H-imidazole-5-carboxylate CN(C1=CC=C(C=N1)C=1N(C(=C(N1)CNCC1=CC=C(C=C1)OC)C(=O)OCC)C)C